BrC1=CC=C(C=N1)N1CCN(CC1)C(=O)OC(C)(C)C tert-butyl 4-(6-bromopyridin-3-yl)piperazine-1-carboxylate